3,5-Bis(3-chlorobenzyl)-1-methylpiperidin-4-one ClC=1C=C(CC2CN(CC(C2=O)CC2=CC(=CC=C2)Cl)C)C=CC1